C(C1=CC=CC=C1)(=O)NC1CCCC1 3-benzamidocyclopentan